FC(C(=O)N1CCC(CC1)OC1=CC=C(C=N1)S(=O)(=O)N1[C@@H]([C@@H]2CC[C@H](C1)N2C(=O)OCCOC)C(=O)OCC)(F)F 2-ethyl 8-(2-methoxyethyl) (1S,2S,5R)-3-((6-((1-(2,2,2-trifluoroacetyl)piperidin-4-yl)oxy)pyridin-3-yl)sulfonyl)-3,8-diazabicyclo[3.2.1]octane-2,8-dicarboxylate